(R)-6-Fluoro-4-(4-fluorophenyl)-N-(pyrrolidin-3-yl)-3,4-dihydroquinoxaline FC=1C=C2N(CCN(C2=CC1)[C@H]1CNCC1)C1=CC=C(C=C1)F